FC1(CCN(CCC1)C=1N=NC(=C(C1C(=O)NC1=CC(=CC=C1)[S@@](=O)(=NC(CN)=O)C)C)C(F)(F)F)F (R)-3-(4,4-difluoroazepan-1-yl)-N-(3-(N-glycyl-S-methylsulfonimidoyl)phenyl)-5-methyl-6-(trifluoromethyl)pyridazine-4-carboxamide